2-[1-(1-[2-(Trimethylsilyl)ethoxy]methyl-1H-pyrrolo[2,3-b]pyridin-4-yl)-1H-pyrazol-4-yl]-1,3-benzoxazole C[Si](CCOCN1C=CC=2C1=NC=CC2N2N=CC(=C2)C=2OC1=C(N2)C=CC=C1)(C)C